N1NC(=C2C1=CSC2)C2=C(C1=CC=CC=C1C=C2)CC(=O)N 2,5-dihydro-4H-thieno-[3,4-c]-pyrazol-3-yl-naphthaleneacetamide